C1=CC=CC=2S(C3=CC=CC=C3CC12)(=O)=O 9H-thioxanthene-10,10-dioxide